(R)-2-(1-(3-chlorophenyl)-1H-pyrazol-4-yl)-N-(3-(2,2-difluorocyclopropyl)-1H-pyrazol-5-yl)propanamide ClC=1C=C(C=CC1)N1N=CC(=C1)[C@H](C(=O)NC1=CC(=NN1)C1C(C1)(F)F)C